COC(=O)C=1N(N=C(C1)Br)COCC[Si](C)(C)C 5-bromo-2-(2-trimethylsilylethoxymethyl)pyrazole-3-carboxylic acid methyl ester